BrC1=C(C(=O)O)C=C(C=C1)CC1=CC=CC=C1 2-bromo-5-benzyl-benzoic acid